FC1=C(C=CC(=C1C1=CC=C2C(=NNC2=C1F)C=1NC=CN1)F)NS(=O)(=O)C1=CN=NN1C N-(2,4-difluoro-3-(7-fluoro-3-(1H-imidazol-2-yl)-1H-indazol-6-yl)phenyl)-1-methyl-1H-1,2,3-triazole-5-sulfonamide